C1(CC1)CBr.[Zn] zinc (cyclopropylmethyl) bromide